CC1=NN2C(=NN=C(C2=C1)C1=C(C=C(C=C1)C)OC(F)(F)F)N[C@H]1CN(CCC1)C 2-methyl-N-[(3R)-1-methylpiperidin-3-yl]-4-[4-methyl-2-(trifluoromethoxy)phenyl]pyrazolo[1,5-d][1,2,4]triazin-7-amine